C(C)(C)(C)OC(=O)N1CC(CC1)C=1C=CC(=C(C(=O)O)C1)OC 5-(1-(tertbutoxycarbonyl)pyrrolidin-3-yl)-2-methoxybenzoic acid